ClC1=C(C(=CC=C1)C)NC1=CC=C2C(=NNC2=C1)NC(C1=CC=C(C=C1)C1CCN(CC1)C)=O N-(6-((2-chloro-6-methylphenyl)amino)-1H-indazol-3-yl)-4-(1-methylpiperidin-4-yl)benzamide